(S)-6-(4-chlorobenzyl)-9-isopropyl-2-(1-methyl-2-oxo-1,2-dihydropyridin-4-yl)-2,6,9-triazaspiro[4.5]-decane-7,10-dione ClC1=CC=C(CN2[C@]3(CCN(C3)C3=CC(N(C=C3)C)=O)C(N(CC2=O)C(C)C)=O)C=C1